FC1=CC=C(C=C1)C(N1C(CN(CC1)C(=O)O)C(=O)O)C1=CC=C(C=C1)F 4-(bis(4-fluorophenyl)methyl)piperazine-1,3-dicarboxylic acid